C(CCOCCOC)O 4,7-dioxaoctanol